C(#C)[Si](C1=CC(=CC=C1)F)(C1=CC(=CC=C1)F)C1=CC(=CC=C1)F ethynyl-tris(3-fluorophenyl)silane